(S)-ethyl 2-(2-((7-(3-(1-aminoethyl)-2-fluorophenyl)benzofuran-5-yl)methoxy)phenyl)acetate N[C@@H](C)C=1C(=C(C=CC1)C1=CC(=CC=2C=COC21)COC2=C(C=CC=C2)CC(=O)OCC)F